CC(CC)(CCC)C 3,3-dimethyl-hexane